Tert-butyl (trans-3-((5-nitro-1-tosyl-1H-pyrrolo[2,3-b]pyridin-4-yl)amino)cyclobutyl)carbamate [N+](=O)([O-])C=1C(=C2C(=NC1)N(C=C2)S(=O)(=O)C2=CC=C(C)C=C2)N[C@@H]2C[C@H](C2)NC(OC(C)(C)C)=O